sodium 3-chloropyridine ClC=1C=NC=CC1.[Na]